(5S)-3-((6-aminopyridazin-3-yl)methyl)-5-(trifluoromethyl)piperidin-2-one NC1=CC=C(N=N1)CC1C(NC[C@H](C1)C(F)(F)F)=O